N-(3-ethynylphenyl)-2-((6-(4-(2-hydroxyethyl)piperazin-1-yl)-2-methylpyrimidin-4-yl)amino)thiazole-5-carboxamide C(#C)C=1C=C(C=CC1)NC(=O)C1=CN=C(S1)NC1=NC(=NC(=C1)N1CCN(CC1)CCO)C